S(N)(OC[C@@H]1OC(O[C@H]1C1=C(C=CC=C1Cl)Cl)(C)C)(=O)=O ((4S,5S)-5-(2,6-dichlorophenyl)-2,2-dimethyl-1,3-dioxolan-4-yl)methyl sulfamate